[Nb].[U] uranium-niobium